CC=1C=C2C=CC=NC2=C(C1)NC(=O)C1=NC=C(N=C1)OC1CCNCC1 N-(6-methylquinolin-8-yl)-5-(piperidin-4-yloxy)pyrazine-2-carboxamide